1,8-dichloro-9,10-di(phenylethynyl)anthracene tert-butyl-(5-methyl-1-((2-(trimethylsilyl)ethoxy)methyl)-4,5-dihydro-1H-pyrazolo[4,3-c]quinolin-6-yl)carbamate C(C)(C)(C)N(C(O)=O)C1=CC=CC=2C3=C(CN(C12)C)C=NN3COCC[Si](C)(C)C.ClC3=CC=CC1=C(C2=CC=CC(=C2C(=C31)C#CC3=CC=CC=C3)Cl)C#CC3=CC=CC=C3